NC1=C(C=C(OC2=CC(=NC=C2)NC(CO[Si](C)(C)C(C)(C)C)=O)C=C1)SC N-(4-(4-amino-3-(methylthio)phenoxy)pyridin-2-yl)-2-((tert-butyldimethylsilyl)oxy)acetamide